5-(4-((3-Ethyl-2-oxo-3,4-dihydro-1,6-naphthyridin-7-yl)methyl)piperazin-1-yl)-N-methylpyridine-2-carboxamide C(C)C1C(NC2=CC(=NC=C2C1)CN1CCN(CC1)C=1C=CC(=NC1)C(=O)NC)=O